ClC(C1=C(C=CC=C1)C(Cl)(Cl)Cl)Cl 1-(dichloro-methyl)-2-(trichloromethyl)benzene